3-fluoropropan-1-ol FCCCO